O1C(=CC=C1)SC=1C=C(C(=CC1)N)N 4-(furan-2-ylthio)benzene-1,2-diamine